C[Si](CCOCN1C2=C(C=3C=CC=CC13)CCN1CC=CC2C1)(C)C 8-((2-(trimethylsilyl)ethoxy)methyl)-1,4,7,8-tetrahydro-2H-3,7-methanoazonino[5,4-b]indole